The molecule is a member of the class of 1-benzofurans that is 1-benzofuran-4,7-dione bearing additional methyl and methoxy substituents at positions 2 and 7 respectively. It is a member of 1-benzofurans and a member of p-quinones. CC1=CC2=C(O1)C(=O)C(=CC2=O)OC